CC1=C(OC2=C1C=C(C=C2)S(N(CCC2=CC=CC=C2)CC2=CC(=CC=C2)Cl)(=O)=O)C(=O)O 3-Methyl-5-(N-(3-chlorobenzyl)-N-phenethylsulfamoyl)benzofuran-2-carboxylic acid